FC(C1(COC1)NC(=O)C1=NC=CC=C1)(F)F N-[3-(trifluoromethyl)oxetan-3-yl]pyridine-2-carboxamide